3-(benzyloxy)-2-hydroxybenzoyl-hydrazine C(C1=CC=CC=C1)OC=1C(=C(C(=O)NN)C=CC1)O